(Z)-1-(1-((1s,4s)-4-isopropylcyclohexyl)piperidin-4-yl)-3-(methoxyimino)indolin-2-one C(C)(C)C1CCC(CC1)N1CCC(CC1)N1C(\C(\C2=CC=CC=C12)=N/OC)=O